Nervonoyl-Coenzyme A C(CCCCCCCCCCCCC\C=C/CCCCCCCC)(=O)SCCNC(CCNC([C@@H](C(COP(OP(OC[C@@H]1[C@H]([C@H]([C@@H](O1)N1C=NC=2C(N)=NC=NC12)O)OP(=O)(O)O)(=O)O)(=O)O)(C)C)O)=O)=O